NC1(CCN(CC1)C=1C2=C(N=CN1)NC=C2Cl)C(=O)N[C@@H](C)C2=CC=C(C=C2)Cl 4-amino-N-[(1S)-1-(4-chlorophenyl)ethyl]-1-(5-chloro-7H-pyrrolo[2,3-d]pyrimidin-4-yl)piperidine-4-carboxamide